5-(4-((3-ethyl-2,4-dioxo-1,2,3,4-tetrahydropyrido[3,2-d]pyrimidin-7-yl)methyl)piperazin-1-yl)-6-chloro-N-methylpicolinamide C(C)N1C(NC2=C(C1=O)N=CC(=C2)CN2CCN(CC2)C=2C=CC(=NC2Cl)C(=O)NC)=O